BrC(C(=O)OC(C)(C)C)C1=C(C(=CC=C1)OC1CCOCC1)C1CC1 tert-butyl 2-bromo-2-(2-cyclopropyl-3-(tetrahydro-2H-pyran-4-yloxy)phenyl)acetate